lead niobium-antimony-zirconium [Zr].[Sb].[Nb].[Pb]